O1C=NC=C1N Oxazole-5-amine